F[B-](F)(F)F.C(C)OC(=O)C(=NOC(=[N+](C)C)N(C)C)C#N O-[(Ethoxycarbonyl)cyano-methylenamino]-N,N,N',N'-tetra-methyluronium tetrafluoroborate